N=1NN=NC1 2H-1,2,3,4-tetrazol